ClC1=CC=C(C=C1)C=1N=C2N(C=CC=C2)C1CN1C2CCN(C(C1)CC2)C(=O)C2=NC(=CC=C2)OC [6-{[2-(4-chlorophenyl)imidazo[1,2-a]pyridin-3-yl]methyl}-2,6-diazabicyclo[3.2.2]non-2-yl](6-methoxypyridin-2-yl)methanone